O[C@@H](C[C@H]1[C@@H]([C@H]([C@H](O1)CCC)OC)CS(=O)(=O)C1=CC=CC=C1)C(C(=C)C)=C (S)-3-((2R,3R,4S,5S)-5-((S)-2-hydroxy-4-methyl-3-methylenepent-4-en-1-yl)-3-methoxy-4-((phenylsulfonyl)methyl)tetrahydrofuran-2-yl)propane